9-Chloro-2-(methoxymethyl)-5-methyl-2H-spiro[benzo[c]pyrazolo[4,3-e]azepine-6,1'-cyclopropan]-4(5H)-one ClC1=CC2=C(C=C1)C1(CC1)N(C(C=1C2=CN(N1)COC)=O)C